NCC(CCl)N1C(C2=C(N=C(N=C2)C2=CC3=CN(N=C3C(=C2O)C)C)C=C1)=O 6-[1-(aminomethyl)-2-chloro-ethyl]-2-(6-hydroxy-2,7-dimethyl-indazol-5-yl)pyrido[4,3-d]pyrimidin-5-one